CNCC1OCC2(C3=C1C=CS3)CC2 N-methyl-1-(4'H,6'H-spiro[cyclopropane-1,7'-thieno[3,2-c]pyran]-4'-yl)methylamine